(R)-hexyl 2-(2-(((1-(6-amino-9H-purin-9-yl)propan-2-yl)oxy)methyl)-2-oxo-1,3,2-dioxaphosphinan-5-yl)acetate NC1=C2N=CN(C2=NC=N1)C[C@@H](C)OCP1(OCC(CO1)CC(=O)OCCCCCC)=O